C[C@H]1N(CCOC1)C=1C=C2C3=C(C(=NN3CCCN2S(=O)(=O)C)C2=NNC=C2)N1 (R)-3-methyl-4-(6-(methylsulfonyl)-2-(1H-pyrazol-3-yl)-6,7,8,9-tetrahydro-1,3,6,9a-tetraazabenzo[cd]azulen-4-yl)morpholine